P(=O)(OCC(F)(F)F)(OCC(F)(F)F)OCC bis(2,2,2-trifluoroethyl) ethyl phosphate